N4-hydroxy-5-methyl-5-azacytidine ONC1=NC(N([C@H]2[C@H](O)[C@H](O)[C@@H](CO)O2)CN1C)=O